tri-(2-octyl)phosphine CC(CCCCCC)P(C(C)CCCCCC)C(C)CCCCCC